(S)-2-((2-((S)-4-(Difluoromethyl)-2-oxooxazolidin-3-yl)-5,6-dihydroimidazo[1,2-d]pyrido[2,3-f][1,4]oxazepin-9-yl)amino)propanamide FC([C@H]1N(C(OC1)=O)C=1N=C2N(CCOC3=C2N=CC(=C3)N[C@H](C(=O)N)C)C1)F